N-cyclopropyl-2-(difluoromethoxy)-6-methoxy-4-[7-[3-(methylamino)cyclobutoxy]imidazo[1,2-a]pyridin-3-yl]benzamide C1(CC1)NC(C1=C(C=C(C=C1OC)C1=CN=C2N1C=CC(=C2)OC2CC(C2)NC)OC(F)F)=O